4-((2-(1H-pyrazol-4-yl)ethyl)amino)-N-(3,5-difluorophenyl)-5,6-dimethylpyrimidine-2-carboxamide N1N=CC(=C1)CCNC1=NC(=NC(=C1C)C)C(=O)NC1=CC(=CC(=C1)F)F